COC(=O)C1CC2CC(CC2C1)(O[Si](C)(C)C)C#N 5-cyano-5-((trimethylsilyl)oxy)octahydropentalene-2-carboxylic acid methyl ester